COC(=O)C1CC2=C(N=CN=C2)N1C1=NC(=CC(=C1)C(F)(F)F)C 7-[6-methyl-4-(trifluoromethyl)pyridin-2-yl]-6,7-dihydro-5H-pyrrolo[2,3-d]pyrimidine-6-carboxylic acid methyl ester